The molecule is a 1,2-diacyl-sn-glycerol in which the acyl groups at positions 1 and 2 are specified as icosanoyl (arachidoyl) and arachidonoyl respectively. It derives from an arachidonic acid and an icosanoic acid. CCCCCCCCCCCCCCCCCCCC(=O)OC[C@H](CO)OC(=O)CCC/C=C\\C/C=C\\C/C=C\\C/C=C\\CCCCC